Sulfobutyl-propionate S(=O)(=O)(O)CCCCOC(CC)=O